OC(CCNCC(=O)O)CCCCCCCCCCC β-hydroxymyristyl-glycine